6-(hydroxymethyl)-2-pyridinecarbaldehyde OCC1=CC=CC(=N1)C=O